C(CC)[Si](OC)(OC)OC propyl-trimethyloxysilane